4-(4-chlorobenzyl)-4,6,7,8-tetrahydropyrazolo[3,4-b]pyrrolo[3,4-d]pyridine ClC1=CC=C(CN2C=3C(=C4C(=C2)CNC4)C=NN3)C=C1